tert-Butyl 4-((2-cyanopyrimidin-4-yl)(methyl-d3)amino)piperidine-1-carboxylate C(#N)C1=NC=CC(=N1)N(C1CCN(CC1)C(=O)OC(C)(C)C)C([2H])([2H])[2H]